piperazine-1-ethanesulfonic acid N1(CCNCC1)CCS(=O)(=O)O